S(=O)(O)O.C(CC(C)O)O 1,3-butylene glycol sulfite